FC(C(=O)N)F 2,2-difluoro-acetamide